1-((tert-butyl-dimethyl-silyl)oxy)cyclohexane-1-carbaldehyde C(C)(C)(C)[Si](OC1(CCCCC1)C=O)(C)C